N-acryloyl-(2S)-2-aminopentanediol C(C=C)(=O)N[C@H](C(O)O)CCC